OC1=C(C=C(C=C1)/C=C/C(=O)N1CCN(CC1)S(=O)(=O)C1=CC2=CC=CC=C2C=C1)OC (E)-3-(4-hydroxy-3-methoxyphenyl)-1-(4-(naphthalen-2-ylsulfonyl)piperazin-1-yl)prop-2-en-1-one